ClC=1C=C2C=C(NC2=CC1OCC=1N=CSC1)CNC(=O)N1[C@H](CC1)C (S)-N-((5-chloro-6-(thiazol-4-ylmethoxy)-1H-indol-2-yl)methyl)-2-methylazetidine-1-carboxamide